2-((4-(6-((4-Cyano-2-fluorobenzyl)oxy)pyridin-2-yl)piperidin-1-yl)methyl)-4-((1r,3r)-3-methoxycyclobutoxy)-1-methyl-1H-benzo[d]imidazole-6-carboxylic acid C(#N)C1=CC(=C(COC2=CC=CC(=N2)C2CCN(CC2)CC2=NC3=C(N2C)C=C(C=C3OC3CC(C3)OC)C(=O)O)C=C1)F